1-(2-chloro-5-methylpyrimidin-4-yl)-1H-pyrrole-3-carboxylic acid methyl ester COC(=O)C1=CN(C=C1)C1=NC(=NC=C1C)Cl